(S)-6-(4-chlorophenyl)-N-(1-(3-fluorophenyl)ethyl)-2-(1-methyl-1H-pyrazol-4-yl)pyrimidine-4-formamide ClC1=CC=C(C=C1)C1=CC(=NC(=N1)C=1C=NN(C1)C)C(=O)N[C@@H](C)C1=CC(=CC=C1)F